Nitroglutathione C(CC(=O)N[C@@H](CS)C(=O)NCC(=O)O)[C@@H](C(=O)O)N[N+](=O)[O-]